3-(3,4-dihydroquinolin-1(2H)-yl)-N-(1-methyl-1H-indol-5-yl)propionamide N1(CCCC2=CC=CC=C12)CCC(=O)NC=1C=C2C=CN(C2=CC1)C